NC1=CC=C(OC2=C(C(=O)O)C=C(C=C2)N)C=C1 2-(4-aminophenoxy)-5-aminobenzoic acid